(3S,10S)-7-(4-acryloylpiperazin-1-yl)-10-(5-chloro-2,4-difluorophenyl)-3-((methoxymethoxy)methyl)-9-(trifluoromethyl)-2,3-dihydro-5H-[1,4]thiazino[2,3,4-ij]quinazolin-5-one C(C=C)(=O)N1CCN(CC1)C1=NC(N2C3=C(C(=C(C=C13)C(F)(F)F)C1=C(C=C(C(=C1)Cl)F)F)SC[C@@H]2COCOC)=O